BrC1=CC=C(C=C1)N1C(O[C@H](C1)C)=O (S)-3-(4-bromophenyl)-5-methyloxazolidin-2-one